N[C@H]1CS(C2=C(N(C1=O)CC1=CC=C(C=C1)OC1=CC=CC=C1)C=C(C(=C2)F)C=2N=NN(N2)CS(=O)(=O)C)(=O)=O (3R)-3-amino-8-fluoro-7-[2-(methylsulfonylmethyl)tetrazol-5-yl]-1,1-dioxo-5-[(4-phenoxyphenyl)methyl]-2,3-dihydro-1λ6,5-benzothiazepine-4-One